7-bromo-4,6-dichloro-8-fluoroquinoline-3-formaldehyde BrC1=C(C=C2C(=C(C=NC2=C1F)C=O)Cl)Cl